CN(C)[V](C1C=CC=C1)(N(C)C)N(C)C tris(dimethylamino)cyclopentadienyl-vanadium